1-bis(beta-hydroxyethyl)amino-4-aminobenzene OCCN(C1=CC=C(C=C1)N)CCO